(6-(Phenethylamino)pyridin-2-yl)methanol C(CC1=CC=CC=C1)NC1=CC=CC(=N1)CO